CC=1N=CN(C1C)C=1N=C2N(N1)[C@@H](C[C@@H]2F)C2=CC=CC=C2 (5S,7S)-2-(4,5-dimethylimidazol-1-yl)-7-fluoro-5-phenyl-6,7-dihydro-5H-pyrrolo[1,2-b][1,2,4]triazole